N1C=CC=2C1=NC(=CC2)S(=O)(=O)N2CCC(CC2)C(=O)NC2=CC=C(C=C2)C(C)CC 1-((1H-pyrrolo[2,3-b]pyridin-6-yl)sulfonyl)-N-(4-(sec-butyl)phenyl)piperidine-4-carboxamide